6-[8-[[1-[2-(cyclopropylamino)ethyl]-4,8-difluoro-6,7-dihydro-5H-cyclopenta[f]benzotriazol-6-yl]methyl]-2-oxo-1-oxa-3,8-diazaspiro[4.5]decan-3-yl]-4H-pyrazino[2,3-b][1,4]oxazin-3-one C1(CC1)NCCN1N=NC2=C1C(=C1C(=C2F)CC(C1)CN1CCC2(CN(C(O2)=O)C2=NC3=C(OCC(N3)=O)N=C2)CC1)F